5-(3,3-Difluoropyrrolidin-1-yl)-N-(6-(1-methyl-1H-pyrazol-4-yl)pyridin-2-yl)-2-morpholinooxazolo[4,5-b]pyridine-6-carboxamide FC1(CN(CC1)C1=C(C=C2C(=N1)N=C(O2)N2CCOCC2)C(=O)NC2=NC(=CC=C2)C=2C=NN(C2)C)F